C1(CC1)N1C=C(C(=CC1=O)NC1[C@@H]2CN(C[C@H]12)C)C(=O)N[C@H](C)C1=C(C(=CC=C1)C(F)F)F cyclopropyl-N-((R)-1-(3-(difluoromethyl)-2-fluorophenyl)ethyl)-4-(((1R,5S,6s)-3-methyl-3-azabicyclo[3.1.0]hexan-6-yl)amino)-6-oxo-1,6-dihydropyridine-3-carboxamide